FC1(C2CN(CC12)CCO[C@H](C)C1=CC=C(C=N1)C1=CC=2C3=C(N=NC2C=C1)N(C(N3C(C)C)=O)C)F 8-(6-((1R)-1-(2-(6,6-difluoro-3-azabicyclo[3.1.0]hexan-3-yl)ethoxy)ethyl)pyridin-3-yl)-1-isopropyl-3-methyl-1H-imidazo[4,5-c]cinnolin-2(3H)-one